(S)-2-(3-ethoxy-3-oxopropionyl)pyrrolidine-1-carboxylic acid tert-butyl ester C(C)(C)(C)OC(=O)N1[C@@H](CCC1)C(CC(=O)OCC)=O